CN1N=CC(=C1C)C1=NN2C(=NC=3C(=CC=CC3C2=N1)F)N[C@H]1C(NCCNC1)=O (6R)-6-{[2-(1,5-dimethyl-1H-pyrazol-4-yl)-7-fluoro[1,2,4]triazolo[1,5-c]quinazolin-5-yl]amino}-1,4-diazepan-5-one